N'-(6-Chloro-5-(trimethylsilyl)pyridazin-3-yl)-4-fluorobenzohydrazide ClC1=C(C=C(N=N1)NNC(C1=CC=C(C=C1)F)=O)[Si](C)(C)C